BrC1=C(OC=2C1=NC(=CC2N(C(OC(C)(C)C)=O)CC=2SC=CC2)Cl)C(C)OC tert-butyl (3-bromo-5-chloro-2-(1-methoxyethyl)furo[3,2-b]pyridin-7-yl)(thiophen-2-yl-methyl)carbamate